N1N=NN=C1.[PH4+] phosphonium tetrazol